C(C)(C)(C)C=1C(=C(C=CC1OCC=1SC(=CC1)[N+](=O)[O-])N(C(O)=O)C1=CC2=C(C=N1)N(C(N2C2CCOCC2)=O)C)C.C(C2=CC=CC=C2)N([C@@H](CCCCN)C(=O)O)C(=O)OCC2=CC=CC=C2 benzyl-N-Cbz-L-lysine tert-Butyl-(3-methyl-2-oxo-1-(tetrahydro-2H-pyran-4-yl)-2,3-dihydro-1H-imidazo[4,5-c]pyridin-6-yl)(2-methyl-4-((5-nitrothiophen-2-yl)methoxy)phenyl)carbamate